[4-(6-fluoro-2-methyl-1H-indol-3-yl)thiazol-2-yl]-2-(imidazo[2,1-b]thiazol-6-yl)acetamide FC1=CC=C2C(=C(NC2=C1)C)C=1N=C(SC1)C(C(=O)N)C=1N=C2SC=CN2C1